O1CCN(CC1)C=1SC=2C(=NC(=C(C2)N)C=2C=NN(C2)C2OCCCC2)N1 2-morpholino-5-(1-(tetrahydro-2H-pyran-2-yl)-1H-pyrazol-4-yl)thiazolo[4,5-b]pyridin-6-amine